O1C(=CC2=C1C=CC=C2)C(=O)[O-] 1-benzofuran-2-carboxylate